4-(3-methylbenzimidazol-4-yl)sulfanyl-6-[5-methyl-1-(1-methyl-4-piperidyl)pyrazol-4-yl]pyrazolo[1,5-a]pyridine-3-carbonitrile CN1C=NC2=C1C(=CC=C2)SC=2C=1N(C=C(C2)C=2C=NN(C2C)C2CCN(CC2)C)N=CC1C#N